2-(2-aminoethyl)aminoethyltrimethoxysilane NCCNCC[Si](OC)(OC)OC